CN(C(=O)C1=NN2C(COC3(CCN(CC3)C=3OC4=C(C=C(C=C4C(C3)=O)C)C(C)NC3=C(C(=O)O)C=CC=C3)C2)=C1)C 2-[1-[2-[2-(Dimethylcarbamoyl)spiro[4,7-dihydropyrazolo[5,1-c][1,4]oxazine-6,4'-piperidine]-1'-yl]-6-methyl-4-oxo-chromen-8-yl]ethylamino]benzoic acid